4-bromo-1-iodo-2-(methylsulfinyl)benzene BrC1=CC(=C(C=C1)I)S(=O)C